NC1=C2C(=NC=N1)N(N=C2C=2NC1=CC(=CC=C1C2Cl)C(=O)NC)C2CCN(CC2)S(=O)(=O)C 2-[4-Amino-1-(1-methylsulfonyl-4-piperidyl)pyrazolo[3,4-d]pyrimidin-3-yl]-3-chloro-N-methyl-1H-indole-6-carboxamide